Tert-butyl N-(cyclopropylmethyl)-N-[4-[4-[[1-[3-(hydroxymethyl)phenyl]-3-(trifluoromethyl) pyrazol-4-yl]carbamoyl]oxazol-2-yl]-2-pyridyl]carbamate C1(CC1)CN(C(OC(C)(C)C)=O)C1=NC=CC(=C1)C=1OC=C(N1)C(NC=1C(=NN(C1)C1=CC(=CC=C1)CO)C(F)(F)F)=O